COC1=CC=C(CN(C2=NC=NN3C2=NC=C3C(=O)NC3=C(C=CC(=C3)N=C=O)C)CC3=CC=C(C=C3)OC)C=C1 4-(bis(4-methoxybenzyl)amino)-N-(5-isocyanato-2-methylphenyl)imidazo[2,1-f][1,2,4]triazine-7-carboxamide